SCCCCN=C=O 4-mercaptobutyl isocyanate